NC1=CC=C(OC2=C(C=C(C=C2)N)OCC)C=C1 4-(4-aminophenoxy)-3-ethoxybenzenamine